OC[C@@H]1N([C@H]2C(N(C[C@@H]1C2)C2=CC=C(C=C2)C(F)(F)F)=O)C(=O)OC(C)(C)C tert-butyl (1S,5R,7R)-7-(hydroxymethyl)-4-oxo-3-(4-(trifluoromethyl)phenyl)-3,6-diazabicyclo[3.2.1]octane-6-carboxylate